2-chloro-N-(4-fluorophenyl)-N-(1-methylethyl)acetamide ClCC(=O)N(C(C)C)C1=CC=C(C=C1)F